2-(difluoromethoxy)-4-[4-(2-hydroxyethoxy)-2-methyl-6-(1-methylpyrazol-4-yl)indazol-3-yl]-6-methoxybenzamide FC(OC1=C(C(=O)N)C(=CC(=C1)C=1N(N=C2C=C(C=C(C12)OCCO)C=1C=NN(C1)C)C)OC)F